C(C)NC(NC1=CC=C(C=C1)C=1C2=C(N=CN1)NC=C2)=S 4-(4-(3-ethylthioureido)phenyl)-7H-pyrrolo[2,3-d]pyrimidin